4-nitrophenyl 1-(5-(difluoromethoxy) pyridin-2-yl)-3-methyl-5-oxo-4,5-dihydro-1H-pyrazole-4-carboxylate FC(OC=1C=CC(=NC1)N1N=C(C(C1=O)C(=O)OC1=CC=C(C=C1)[N+](=O)[O-])C)F